(tetraphenyl)porphyrin C1(=CC=CC=C1)C1=C2C=CC(C(=C3C=CC(=C(C=4C=CC(=C(C5=CC=C1N5)C5=CC=CC=C5)N4)C4=CC=CC=C4)N3)C3=CC=CC=C3)=N2